BrC=1SC(=CN1)CN1C[C@H]([C@@H](CC1)C(=O)N1CCC(CC1)(O)CN1C=NC2=C(C1=O)C=CN2C2=CC(=CC=C2)Cl)C2=CC=CC=C2 3-{[1-({(3R,4R)-1-[(2-bromo-1,3-thiazol-5-yl)methyl]-3-phenylpiperidin-4-yl}carbonyl)-4-hydroxypiperidin-4-yl]methyl}-7-(3-chlorophenyl)-3,7-dihydro-4H-pyrrolo[2,3-d]pyrimidin-4-one